3-((3-(3-bromophenyl)oxetan-3-yl)fluoromethyl)-4-(difluoromethyl)-4H-1,2,4-triazole BrC=1C=C(C=CC1)C1(COC1)C(C1=NN=CN1C(F)F)F